Di(cyclopentylmethyl)-dimethylammonium C1(CCCC1)C[N+](C)(C)CC1CCCC1